N-(24-hydroxytetracosanoyl)-sphinganine OCCCCCCCCCCCCCCCCCCCCCCCC(=O)N[C@@H](CO)[C@H](O)CCCCCCCCCCCCCCC